2-benzyl 1-(tert-butyl) (2S,4R)-4-(methoxymethyl)pyrrolidine-1,2-dicarboxylate COC[C@@H]1C[C@H](N(C1)C(=O)OC(C)(C)C)C(=O)OCC1=CC=CC=C1